[(4-Hydroxybutyl)azandiyl]-bis(hexan-6,1-diyl)-bis(2-hexyldecanoat) OCCCCN(CCCCCCC(C(=O)[O-])(CCCCCCCC)CCCCCC)CCCCCCC(C(=O)[O-])(CCCCCCCC)CCCCCC